C(C=C)(=O)NC=1C=C2C(=NC=NC2=CC1C#CC(C)(C)N(C(OC(C)(C)C)=O)C)NC1=CC(=C(C=C1)OCC1=NC=CC=C1)Cl tert-butyl (4-(6-acrylamido-4-((3-chloro-4-(pyridin-2-ylmethoxy)phenyl) amino)quinazolin-7-yl)-2-methylbut-3-yn-2-yl)(methyl)carbamate